N-(3-(2'-Amino-7'-oxo-5'H-spiro[cyclopropane-1,8'-pyrido[4,3-d]pyrimidine]-6'(7'H)-yl)-4-methylphenyl)-2-fluoro-5-(trifluoromethyl)benzamide NC=1N=CC2=C(N1)C1(C(N(C2)C=2C=C(C=CC2C)NC(C2=C(C=CC(=C2)C(F)(F)F)F)=O)=O)CC1